FC1=C(C=CC(=C1F)C)C=1N=NN(C1)C1C(COC(C1O)CO)O 4-(4-(2,3-difluoro-4-methylphenyl)-1H-1,2,3-triazol-1-yl)-6-(hydroxymethyl)tetrahydro-2H-pyran-3,5-diol